7-fluorodibenzo[b,f]oxepin-10(11H)-one FC1=CC2=C(C(CC3=C(O2)C=CC=C3)=O)C=C1